(1s,2r)-2-(difluoromethyl)-N-(5-((4-(2-hydroxy-2-methylpropyloxy)phenyl)ethynyl)-8-(methylamino)-2,7-naphthyridin-3-yl)cyclopropane-1-carboxamide FC([C@H]1[C@H](C1)C(=O)NC=1N=CC2=C(N=CC(=C2C1)C#CC1=CC=C(C=C1)OCC(C)(C)O)NC)F